FC(CN1CC(C1)(C)C1=NC2=C(C=C(C=C2C(N1C)=O)C)\C(\C)=N/[S@](=O)C(C)(C)C)F (R,Z)-N-(1-(2-(1-(2,2-difluoroethyl)-3-methylazetidin-3-yl)-3,6-dimethyl-4-oxo-3,4-dihydroquinazolin-8-yl)ethylidene)-2-methylpropane-2-sulfinamide